CN(C1=CC=C(C=C1)C1(OC(=O)C2=CC(=CC=C12)N(C)C)C1=C(C=C(C=C1)N(CC)CC)C)C 3-(4-dimethylaminophenyl)-3-(4-diethylamino-2-methylphenyl)-6-dimethylaminophthalide